FC1=NC=CC=C1C1=NC(=NC=C1)NC1CCC(CC1)NC(OC(C)(C)C)=O tert-butyl ((1r,4r)-4-((4-(2-fluoropyridin-3-yl)pyrimidin-2-yl)amino)cyclohexyl)carbamate